C(=O)O.CN([C@]1(CN(CC[C@@H]1O)C1=CC(=C(C(=C1)F)S(=O)(=O)NC1=NC=NC=C1)F)CCC1=CC(=CC=C1)C(F)(F)F)C 4-((3S,4S)-3-(Dimethylamino)-4-hydroxy-3-(3-(trifluoro-methyl)phenethyl)-piperidin-1-yl)-2,6-difluoro-N-(pyrimidin-4-yl)benzenesulfonamide formate